CC1=NN(C(=C1)C1=C(C(=O)N)C=CC=C1)C=1C=C2C=CC=NC2=CC1 (3-methyl-1-(quinolin-6-yl)-1H-pyrazol-5-yl)benzamide